OC1(NC2=CC=CC=C2C=C1)C(=O)O 2-hydroxy-quinolinecarboxylic acid